3-(2-((3r,5r,7r)-adamantan-1-yl)acetoxy)-2-((((3-(diethylamino)propoxy)carbonyl)oxy)methyl)propyl ((Z)-non-3-en-1-yl) Adipate C(CCCCC(=O)OCC\C=C/CCCCC)(=O)OCC(COC(CC12CC3CC(CC(C1)C3)C2)=O)COC(=O)OCCCN(CC)CC